O1CC(C1)C1=NOC(=N1)/C=C/C(=O)OCC ethyl (E)-3-[3-(oxetan-3-yl)-1,2,4-oxadiazol-5-yl]prop-2-enoate